PYRIDO[2,3-D]PYRIMIDIN-2(1H)-ONE N1C(N=CC2=C1N=CC=C2)=O